(2S,5R)-N-{[(2S,4S)-4-(Pyrrolidin-1-ylmethyl)-pyrrolidin-2-yl]methyloxy}-7-oxo-6-(sulfooxy)-1,6-diazabicyclo[3.2.1]octane-2-carboxamide N1(CCCC1)C[C@H]1C[C@H](NC1)CONC(=O)[C@H]1N2C(N([C@H](CC1)C2)OS(=O)(=O)O)=O